((E)-3-(4-hydroxy-3-methoxyphenyl)acryloyl)glycyl-L-valyl-D-glutamic acid dicyclopentanyl ester C1(CCCC1)OC([C@H](NC([C@@H](NC(CNC(\C=C\C1=CC(=C(C=C1)O)OC)=O)=O)C(C)C)=O)CCC(=O)OC1CCCC1)=O